3,6-dinaphthyl-1,2,4,5-tetrazine C1(=CC=CC2=CC=CC=C12)C=1N=NC(=NN1)C1=CC=CC2=CC=CC=C12